FC1=CC=C(C=C1)NC(=O)C1(CC1)C(=O)NC1=CC=C(C=C1)OC1=CC=NC2=CC=C(C=C12)C(NC)=O 1-N'-(4-fluorophenyl)-1-N-[4-[6-(methylcarbamoyl)quinolin-4-yl]oxyphenyl]cyclopropane-1,1-dicarboxamide